6-(Hydroxymethyl)indoline-2-one OCC1=CC=C2CC(NC2=C1)=O